NC1=C(C=C(C=N1)C1=CC=C(C=C1)NC(=O)N1[C@H](CCC1)CN1CCCC1)OC(C)C1=C(C(=CC=C1F)F)Cl (R)-2-pyrrolidin-1-ylmethyl-pyrrolidine-1-carboxylic acid (4-{6-amino-5-[1-(2-chloro-3,6-difluoro-phenyl)-ethoxy]-pyridin-3-yl}-phenyl)-amide